OCCC(OC(CCO)C)C 3-(3-hydroxy-1-methylpropyloxy)-1-butanol